C(CCCCCCCCCCC)C(OC(OCCCN(CC)CC)=O)CCOC(CCCCCC(C)C)=O 2-(10-dodecyl-3-ethyl-8,14-dioxo-7,9,13-trioxa-3-azanonadec-19-yl)propane